(S)-5-methyl-N-(3-(1-(quinolin-3-ylamino)ethyl)phenyl)nicotinamide CC=1C=NC=C(C(=O)NC2=CC(=CC=C2)[C@H](C)NC=2C=NC3=CC=CC=C3C2)C1